(R)-1-(6-methylpyridazin-3-yl)ethan-1-amine hydrochloride Cl.CC1=CC=C(N=N1)[C@@H](C)N